4-thiomethylpyrimidine C1=CN=CN=C1CS